N-{[5-chloro-6-(5-methoxy-2-pyrazinyl)-2-indolyl]methyl}-(R)-perhydro-2-furamide ClC=1C=C2C=C(NC2=CC1C1=NC=C(N=C1)OC)CNC(=O)[C@@H]1OCCC1